C(C\C=C/CC)O (cis)-3-hexenol